2-octyldodecyl-(Z)-13-docosenoic acid C(CCCCCCC)C(CC(C(=O)O)CCCCCCCCCC\C=C/CCCCCCCC)CCCCCCCCCC